3-bromo-N-methyl-4-[[(1R)-tetrahydronaphthalen-1-yl]amino]benzenesulfonamide BrC=1C=C(C=CC1N[C@@H]1CCCC2=CC=CC=C12)S(=O)(=O)NC